3-CHLOROPEROXYBENZOIC ACID ClC=1C=C(C(=O)OO)C=CC1